COC1=C(C(=O)NC2CCC(CC2)NC2=CC=CC=3N2C=C(N3)C(F)(F)F)C=CC=C1 2-methoxy-N-[(1s,4s)-4-{[2-(trifluoromethyl)imidazo[1,2-a]pyridin-5-yl]amino}cyclohexyl]benzamide